tert-butyl (3aR,5s,6aS)-5-((6-(5-fluoro-2-methylphenyl)-4-(trifluoromethyl)pyridazin-3-yl)oxy)hexahydrocyclopenta[c]pyrrole-2(1H)-carboxylate FC=1C=CC(=C(C1)C1=CC(=C(N=N1)OC1C[C@@H]2[C@@H](CN(C2)C(=O)OC(C)(C)C)C1)C(F)(F)F)C